acetoxymethyl acetoacetate C(CC(=O)C)(=O)OCOC(C)=O